CCCCC=CCCC(CC=CCCCCC)O heptadeca-5,11-dien-9-ol